methyl 3-amino-4-(ethylamino)-5-methoxybenzoate NC=1C=C(C(=O)OC)C=C(C1NCC)OC